1-[(2-imidazol-1-ylpyridin-4-yl)methyl]-3-(2,4,4-trimethylcyclohexyl)urea N1(C=NC=C1)C1=NC=CC(=C1)CNC(=O)NC1C(CC(CC1)(C)C)C